C(C)(C)(C1=CC(=C(C=C1)O)C(C)C)C1=CC(=C(C=C1)O)C(C)C 4,4'-isopropylidenebis(2-isopropylphenol)